NC1=NC(=NC(=N1)N)CCCC 2,4-diamino-6-butyl-sym-triazine